C1(C=CC2=CC=CC=C12)[Ti] indenyltitanium